[Co]=O Cobalt-oxid